NC(C)CCC 2-aminopentan